FC(C=1C=C(C=C(C1)C(F)(F)F)N=C=O)(F)F 3,5-bis(trifluoromethyl)-phenyl isocyanate